CC1(C(N(CC1)C=1C=C2C(=CC=NC2=CC1)C(=O)OC(C)(C)C)=O)C tert-Butyl 6-(3,3-dimethyl-2-oxopyrrolidin-1-yl)quinoline-4-carboxylate